COC(=O)C=1C(=NN(C1C)C1=NC=CC(=C1)CC1=CC(=CC(=C1)C(F)(F)F)F)COC.NC1=C(OC2=C1C=CC=C2)C(C)=O 1-(3-aminobenzofuran-2-yl)ethanone methyl-1-(4-(3-fluoro-5-(trifluoromethyl)benzyl)pyridin-2-yl)-3-(methoxymethyl)-5-methyl-1H-pyrazole-4-carboxylate